2-methyl-N-((5-methylpyridin-2-yl)methyl)-5-nitrobenzenesulfonamide CC1=C(C=C(C=C1)[N+](=O)[O-])S(=O)(=O)NCC1=NC=C(C=C1)C